4-(3-cyanobenzyl)piperazine-1-carboxylic acid tert-butyl ester C(C)(C)(C)OC(=O)N1CCN(CC1)CC1=CC(=CC=C1)C#N